(S)-(2-(3-hydroxypyrrolidin-1-yl)thiazol-5-yl)(piperidin-1-yl)methanone O[C@@H]1CN(CC1)C=1SC(=CN1)C(=O)N1CCCCC1